(E)-5,5-difluoro-1-styryl-3-(trifluoromethyl)-1,5,6,7-tetrahydro-4H-indol-one FC1(CC=2C(C(N(C2CC1)\C=C\C1=CC=CC=C1)=O)C(F)(F)F)F